1-(3-chlorophenyl)-1H-1,2,3-triazol ClC=1C=C(C=CC1)N1N=NC=C1